methyl 2-[[1-[6-[(4-cyano-2-fluoro-phenyl)methoxy]-2-pyridyl]pyrazol-4-yl]methyl]-3-(2-methoxyethyl)benzimidazole-5-carboxylate C(#N)C1=CC(=C(C=C1)COC1=CC=CC(=N1)N1N=CC(=C1)CC=1N(C2=C(N1)C=CC(=C2)C(=O)OC)CCOC)F